C1(CC1)CN1N=C(C=2C1=NC(=NC2)NC=2N=CN(C2)C2=CC(=C(C(=C2)OC)OC)OC)C 1-(cyclopropylmethyl)-3-methyl-N-(1-(3,4,5-trimethoxyphenyl)-1H-imidazol-4-yl)-1H-pyrazolo[3,4-d]pyrimidin-6-amine